8-chloro-6-[3-methyl-1-(4-methyl-1,2,4-triazacyclopentan-3-yl)cyclobutyl]imidazo[3,2-a]pyridine ClC=1C=2N(C=C(C1)C1(CC(C1)C)C1NNCN1C)C=CN2